2-(2,6-difluoro-4-(3-(1-(5-propylpyrimidin-2-yl)piperidin-4-yl)propoxy)phenyl)-N-(5-hydroxypentyl)acetamide FC1=C(C(=CC(=C1)OCCCC1CCN(CC1)C1=NC=C(C=N1)CCC)F)CC(=O)NCCCCCO